3-(4-fluoro-2-nitro-phenyl)-1-methyl-pyrazole FC1=CC(=C(C=C1)C1=NN(C=C1)C)[N+](=O)[O-]